C1(CC1)C1=NC=NC(=C1C1=NN2C(N(C(C(C2)C)=O)CC2=CC=C(C=C2)C=2N(C=C(N2)C(F)(F)F)C(CF)C)=N1)OC 2-(4-cyclopropyl-6-methoxypyrimidin-5-yl)-4-(4-(1-(1-fluoropropan-2-yl)-4-(trifluoromethyl)-1H-imidazol-2-yl)benzyl)-6-methyl-6,7-dihydro-[1,2,4]triazolo[1,5-a]pyrimidin-5(4H)-one